7-chloro-2-(2,6-difluorophenyl)-N-(pyridin-3-ylmethyl)imidazo[2,1-f][1,2,4]triazin-4-amine ClC1=CN=C2C(=NC(=NN21)C2=C(C=CC=C2F)F)NCC=2C=NC=CC2